N2,N2-bis(4-methoxybenzyl)-N4-(3-methyl-4-(pyrrolidin-1-ylmethyl)benzyl)quinoline-2,3,4-triamine COC1=CC=C(CN(C2=NC3=CC=CC=C3C(=C2N)NCC2=CC(=C(C=C2)CN2CCCC2)C)CC2=CC=C(C=C2)OC)C=C1